COC(=O)C1(NC[C@@]2(CC2(F)F)C1)CCCl.O1COC2=C1C=CC(=C2)CNC(=O)C2=NC=C(C=C2)NC2=NC=CC1=CC=C(C=C21)Cl N-(benzo[d][1,3]dioxol-5-ylmethyl)-5-((7-chloroisoquinolin-1-yl)amino)pyridinecarboxamide Methyl-(3S)-6-(2-chloroethyl)-1,1-difluoro-5-azaspiro[2.4]heptane-6-carboxylate